ClC1=NC(=NC(=C1)C1=CC=CC=C1)C1=CC=CC2=CC=CC=C12 4-chloro-2-(naphthalen-1-yl)-6-phenylpyrimidine